5,6-dihydro-1-[(2E)-1-oxo-3-(3,4,5-trimethoxyphenyl)-2-propen-1-yl]-2(1H)-pyridone O=C(\C=C\C1=CC(=C(C(=C1)OC)OC)OC)N1C(C=CCC1)=O